N-[(2S,3R)-4,4-difluoro-2-[(3'-fluoro[1,1'-biphenyl]-3-yl)methyl]-1-(2-methylpropanoyl)pyrrolidin-3-yl]ethanesulfonamide FC1([C@@H]([C@@H](N(C1)C(C(C)C)=O)CC=1C=C(C=CC1)C1=CC(=CC=C1)F)NS(=O)(=O)CC)F